2,3-dihydro-1H-inden-2-yl-methanone C1C(CC2=CC=CC=C12)C=O